N(=[N+]=[N-])C1=CC=C(C=C1)C(=O)C=O p-azidophenyl-glyoxal